C(CCCCCCCCCCCC)OC(=O)C(C(CC)C(=O)[O-])(C(=O)OCCCCCCCCCCCCC)C(=O)[O-] di(tridecyl)butanetetracarboxylate